1-(6-(1-(4-(1-((4-((5-chloropyrimidin-2-yl)amino)piperidin-1-yl)sulfonyl)piperidin-4-yl)benzyl)piperidin-4-yl)-1-methyl-1H-indazol-3-yl)dihydropyrimidine-2,4(1H,3H)-dione ClC=1C=NC(=NC1)NC1CCN(CC1)S(=O)(=O)N1CCC(CC1)C1=CC=C(CN2CCC(CC2)C2=CC=C3C(=NN(C3=C2)C)N2C(NC(CC2)=O)=O)C=C1